3-(4-((14-((R)-3-(4-amino-3-(4-phenoxyphenyl)-1H-pyrazolo[3,4-d]pyrimidin-1-yl)Piperidin-1-yl)-14-oxo-3,6,9,12-tetraoxatetradecyl)thio)-1-oxoisoindoline-2-yl)piperidine NC1=C2C(=NC=N1)N(N=C2C2=CC=C(C=C2)OC2=CC=CC=C2)[C@H]2CN(CCC2)C(COCCOCCOCCOCCSC2=C1CN(C(C1=CC=C2)=O)C2CNCCC2)=O